ClC1=C(C=C2NC=3CC(CC(C3C(C2=C1)=O)=O)C1=NC=C(C=C1)C1=CC(=CC=C1)OC(F)(F)F)OC 7-chloro-6-methoxy-3-(5-(3-(trifluoromethoxy)phenyl)pyridin-2-yl)-3,4-dihydroacridine-1,9(2H,10H)-dione